2-((4-chloro-2-nitrophenyl)amino)propane ClC1=CC(=C(C=C1)NC(C)C)[N+](=O)[O-]